CN(CCC1(NC(=NC(=N1)NCC1=CC=NC=C1)N1CCOCC1)N)C 2-(2-(dimethylamino)ethyl)-6-morpholinyl-N4-(pyridin-4-ylmethyl)-1,3,5-triazine-2,4-diamine